2-(1H-tetrazol-1-yl)aniline tert-butyl-[2-(methylthio)pyrimidin-4-yl]piperidine-1-carboxylate C(C)(C)(C)C1(N(CCCC1)C(=O)O)C1=NC(=NC=C1)SC.N1(N=NN=C1)C1=C(N)C=CC=C1